FC(CN1N=CC=2C1=CN=CC2)(C)F 1-(2,2-difluoropropyl)-1H-pyrazolo[3,4-c]pyridin